tributyl-stannyl mercaptan C(CCC)[Sn](CCCC)(CCCC)S